4-(2-(1-(1-(3-isopropyl-1,2,4-oxadiazol-5-yl)piperidin-4-yl)ethoxy)imidazo[2,1-b][1,3,4]thiadiazol-6-yl)-N,N-dimethylbenzamid C(C)(C)C1=NOC(=N1)N1CCC(CC1)C(C)OC1=NN2C(S1)=NC(=C2)C2=CC=C(C(=O)N(C)C)C=C2